(2-[(3,5,6-trichloro-2-pyridyl)oxy])Acetic acid ClC=1C(=NC(=C(C1)Cl)Cl)OCC(=O)O